C(=O)O.N1=CN=C(C2=CC=CC=C12)N quinazolin-4-amine formate